2'-Deoxy-5'-O-[(2'-deoxy-5-azacytidin-3'-O-yl)(hydroxy)phosphoryl]guanosine sodium salt [Na].[C@@H]1(C[C@H](OP(=O)(O)OC[C@@H]2[C@H](C[C@@H](O2)N2C=NC=3C(=O)NC(N)=NC23)O)[C@@H](CO)O1)N1C(=O)N=C(N)N=C1